tert-Butyl 1-(3-(benzo[d][1,3]dioxol-5-yl(methyl) carbamoyl)phenyl)-3-(trifluoromethyl)-1,4,5,6,7,8-hexahydro-4,7-epiminocyclohepta[c]pyrazole-9-carboxylate O1COC2=C1C=CC(=C2)N(C(=O)C=2C=C(C=CC2)N2N=C(C1=C2CC2CCC1N2C(=O)OC(C)(C)C)C(F)(F)F)C